ClC1=C(C=C(C=C1)C=1N=C(SC1SC(C)C)N1N=C(C=C1C(=O)OC)C)OC1COC1 Methyl 1-(4-(4-chloro-3-(oxetan-3-yloxy) phenyl)-5-(isopropylsulfanyl) thiazol-2-yl)-3-methyl-1H-pyrazole-5-carboxylate